N1(CCNCC1)CC1=CC=C(C(=O)N)C=C1 4-(piperazin-1-ylmethyl)benzamide